CN(C(C(=O)O)CCSSC1=NC=CC=C1)C 2-(dimethylamino)-4-(2-pyridyldithio)-butyric acid